N-[6-morpholino-1'-(2,2,2-trifluoroethyl)spiro[3H-benzofuran-2,3'-azetidine]-5-yl]pyrazolo[1,5-a]pyrimidine-3-carboxamide O1CCN(CC1)C1=CC2=C(CC3(CN(C3)CC(F)(F)F)O2)C=C1NC(=O)C=1C=NN2C1N=CC=C2